OC[C@H]1NC([C@@H]2[C@H]1OC(O2)(C)C)=O (3aS,6R,6aS)-6-(hydroxymethyl)-2,2-dimethyltetrahydro-4H-[1,3]dioxolo[4,5-c]pyrrol-4-one